FC(C(=O)OCCCCCCC=CC=CCC)=C dodecane-7,9-dien-1-yl 2-fluoroacrylate